CC=1C(=NC(=NC1)NC1=CC=NN1C)C=1N=C(OC1)C(=O)NCC1=NC=CC(=C1)C 4-(5-methyl-2-((1-methyl-1H-pyrazol-5-yl)amino)pyrimidin-4-yl)-N-((4-methylpyridin-2-yl)methyl)oxazole-2-carboxamide